Tert-butyl-3-((4-(4-fluorophenyl)-1,2,3,4-tetrahydroquinoxaline-1-carboxamido)methyl)azetidine C(C)(C)(C)N1CC(C1)CNC(=O)N1CCN(C2=CC=CC=C12)C1=CC=C(C=C1)F